racemic-5,7-difluorochroman-4-ol FC1=C2[C@@H](CCOC2=CC(=C1)F)O |r|